5-(4-((2-(3-ethylureido)pyridin-4-yl)methyl)-3-oxopiperazin-1-yl)-N,6-dimethylpicolinamide C(C)NC(NC1=NC=CC(=C1)CN1C(CN(CC1)C=1C=CC(=NC1C)C(=O)NC)=O)=O